7-(4-(benzyloxy)-2-methylphenoxy)imidazo[1,2-a]pyridine C(C1=CC=CC=C1)OC1=CC(=C(OC2=CC=3N(C=C2)C=CN3)C=C1)C